methyl 3-[[4-(3-aminopropanamido)-1-methylimidazol-2-yl]formamido]propanoate NCCC(=O)NC=1N=C(N(C1)C)C(=O)NCCC(=O)OC